N-(cis-2-(((cis-4-phenylcyclohexyl)oxy)methyl)-1-(3,3,3-trifluoropropanoyl)pyrrolidin-3-yl)methanesulfonamide C1(=CC=CC=C1)[C@H]1CC[C@H](CC1)OC[C@@H]1N(CC[C@@H]1NS(=O)(=O)C)C(CC(F)(F)F)=O